isopropyl (R)-2-((tert-butoxycarbonyl) amino)-2-methylhexanoate C(C)(C)(C)OC(=O)N[C@@](C(=O)OC(C)C)(CCCC)C